OC1=CC=C(C=C1)C(C)(C)C1=CC(=CC=C1)C(C)(C)C1=CC=C(C=C1)O α,α'-Bis-(4-hydroxyphenyl)-m-diisopropylbenzol